N-cyclopropyl-2-(difluoromethoxy)-6-methoxy-4-[7-(4-piperidinyl)imidazo[1,2-a]pyridin-3-yl]benzamide Tert-butyl-(R)-(3-amino-4-(phenylthio)butyl)(methyl)carbamate C(C)(C)(C)OC(N(C)CC[C@H](CSC1=CC=CC=C1)N)=O.C1(CC1)NC(C1=C(C=C(C=C1OC)C1=CN=C2N1C=CC(=C2)C2CCNCC2)OC(F)F)=O